7-bromopyrrolo[2,1-f][1,2,4]triazine-4-amine BrC1=CC=C2C(=NC=NN21)N